3-((5-methyl-4-nitro-1H-pyrazol-3-yl)oxy)propan-1-ol CC1=C(C(=NN1)OCCCO)[N+](=O)[O-]